tertbutyl 3-(4-bromo-3-methylbenzyl)azetidine-1-carboxylate BrC1=C(C=C(CC2CN(C2)C(=O)OC(C)(C)C)C=C1)C